1-[2-(2-cyclopropyl-3-pyridyl)-7-[[4-[1-methyl-4-(trifluoromethyl)imidazol-2-yl]phenyl]methyl]-5H-pyrrolo[3,2-d]pyrimidin-6-yl]-N-methyl-methanamine C1(CC1)C1=NC=CC=C1C=1N=CC2=C(N1)C(=C(N2)CNC)CC2=CC=C(C=C2)C=2N(C=C(N2)C(F)(F)F)C